1-(5-((4-((6,7-difluoroquinolin-3-yl)amino)pyrimidin-2-yl)amino)-3-methoxypyridin-2-yl)-4-methylpiperidin-4-ol FC=1C=C2C=C(C=NC2=CC1F)NC1=NC(=NC=C1)NC=1C=C(C(=NC1)N1CCC(CC1)(O)C)OC